5-bromo-2,3-dihydrospiro[indene-1,4'-piperidin]-3-ol BrC=1C=C2C(CC3(CCNCC3)C2=CC1)O